ethyl 4-cyclohexyl-2-cyclopentyl-pyrimidine-5-carboxylate C1(CCCCC1)C1=NC(=NC=C1C(=O)OCC)C1CCCC1